N-((benzyloxy)carbonyl)-O-(2-(benzyloxy)ethyl)-N-methyl-L-serine C(C1=CC=CC=C1)OC(=O)N([C@@H](COCCOCC1=CC=CC=C1)C(=O)O)C